ClC1=NC(=C2C(=N1)N(N=C2)[C@H]2[C@@H]([C@@H]([C@H](O2)COC(C(CC2=C(C(=O)O)C=CC=C2)P(=O)(O)O)O)O)O)NC2CCCC2 rac-(3-(((2R,3S,4R,5R)-5-(6-chloro-4-(cyclopentylamino)-1H-pyrazolo[3,4-d]pyrimidin-1-yl)-3,4-dihydroxytetrahydrofuran-2-yl)methoxy)-3-hydroxy-2-phosphonopropyl)benzoic acid